ethyl (S,E)-4-((1R,3R,4R)-2-((3-chlorophenyl)-L-leucyl)-5,5-difluoro-2-azabicyclo[2.2.2]octane-3-carboxamido)-2-fluoro-5-((S)-2-oxopyrrolidin-3-yl)pent-2-enoate ClC=1C=C(C=CC1)N[C@@H](CC(C)C)C(=O)N1[C@H]2CC([C@@H]([C@@H]1C(=O)N[C@H](/C=C(\C(=O)OCC)/F)C[C@H]1C(NCC1)=O)CC2)(F)F